3-(cyclobutyl-(5,7-dichloro-8-fluoro-2-(methylthio)pyrido[4,3-d]pyrimidin-4-yl)amino)propan-1-ol C1(CCC1)N(CCCO)C=1C2=C(N=C(N1)SC)C(=C(N=C2Cl)Cl)F